1-(5-Chloropyridin-2-yl)-N3-(4-(2-(pyrrolidin-1-yl)ethoxy)phenyl)-1H-1,2,4-triazole-3,5-diamine ClC=1C=CC(=NC1)N1N=C(N=C1N)NC1=CC=C(C=C1)OCCN1CCCC1